O1COC2=C1C=CC(=C2)\C=C\2/N=CNC2=O (4Z)-4-[(2H-1,3-benzodioxol-5-yl)methylidene]-5-oxo-4,5-dihydro-1H-imidazol